C(C)(C)(C)OC(=O)NCCNC1=NC=C(C=N1)C1=CC=C(OC[C@](C(=O)OC(C)(C)C)(C)ONC(=O)OC(C)(C)C)C=C1 (S)-tert-butyl 3-(4-(2-((2-((tert-butoxycarbonyl) amino) ethyl) amino) pyrimidin-5-yl)-phenoxy)-2-(((tert-butoxycarbonyl) amino) oxy)-2-methylpropanoate